FC1=CC=C2C(=CCC2=C1)C1=C(C(=O)[O-])C=CC(=C1)C(F)(F)F 2-(6-Fluoro-1H-inden-3-yl)-4-(trifluoromethyl)benzoate